C(CCCCCCCCCCCCCCC)(=O)C=1C(=C(C(=O)P(C2=CC=CC=C2)(C2=CC=CC=C2)=O)C(=CC1C)C)C 3-palmitoyl-2,4,6-trimethylbenzoyl-diphenyl-phosphine oxide